FC1=C(C=CC=C1)N1N=CC(=C1)C1=NC=NC=C1OC[C@@H]1[C@@H](CC1)N (1R,2S)-2-(((4-(1-(2-fluorophenyl)-1H-pyrazol-4-yl)pyrimidin-5-yl)oxy)-methyl)-cyclobutan-1-amine